4,4'-dimethyl-5,6'-di-tert.-butyl-2,2'-biphenyl CC1=CC(=CC=C1C(C)(C)C)C1=CC(=CC(=C1)C)C(C)(C)C